1-((2-(Trimethylsilyl)ethoxy)methyl)trispiro[pyrrolo[3,2-b]pyridine-3,1'-cyclobutane-3',1''-cyclohexane-4'',2'''-[1,3]dioxolan]-2(1H)-one C[Si](CCOCN1C(C2(CC3(CCC4(OCCO4)CC3)C2)C2=NC=CC=C21)=O)(C)C